CC1C(C2=CC=CC=C2C1)NC(=O)NS(=O)(=O)C=1C=NN2C1OCCC2 N-((2-methyl-2,3-dihydro-1H-inden-1-yl)carbamoyl)-6,7-dihydro-5H-pyrazolo[5,1-b][1,3]oxazine-3-sulfonamide